4-((1-(tert-butoxycarbonyl)-3-methylazetidin-3-yl)oxy)-3-nitrobenzoic acid C(C)(C)(C)OC(=O)N1CC(C1)(C)OC1=C(C=C(C(=O)O)C=C1)[N+](=O)[O-]